(R)-N'-((6-(2-methoxypyridin-4-yl)-2-methyl-3-(trifluoromethyl)phenyl)carbamoyl)-2,2-dimethyl-2,3-dihydropyrazolo[5,1-b]oxazole-7-sulfonimidamide COC1=NC=CC(=C1)C1=CC=C(C(=C1NC(=O)N=[S@](=O)(N)C=1C=NN2C1OC(C2)(C)C)C)C(F)(F)F